NC=1C(=CC(=NC1F)C1=NC(=NC(=N1)NC(C(F)(F)F)C)NC(C(F)(F)F)C)F 6-(5-amino-4,6-difluoropyridin-2-yl)-N2,N4-bis(1,1,1-trifluoropropan-2-yl)-1,3,5-triAzine-2,4-diamine